(S)-3-(1-(3-acetylphenyl)cyclopropyl)-6-(1-amino-1,3-dihydrospiro[indene-2,4'-piperidin]-1'-yl)-1,5-dihydro-4H-pyrazolo[3,4-d]pyrimidin-4-one C(C)(=O)C=1C=C(C=CC1)C1(CC1)C1=NNC=2N=C(NC(C21)=O)N2CCC1(CC2)[C@@H](C2=CC=CC=C2C1)N